C(C)(C)N1CCC(CC1)N 1-isopropyl-piperidin-4-amine